C1=CC=CC=2C3=CC=CC=C3C(C12)COC(=O)N[C@H](CCC(=O)N[C@H](CCC(=O)ON1C(CCC1=O)=O)C(=O)OC(C)(C)C)C(=O)OC(C)(C)C 1-{tert-butyl} 5-(2,5-dioxopyrrolidin-1-yl) ((R)-4-((((9H-fluoren-9-yl)methoxy)carbonyl)amino)-5-(tert-butoxy)-5-oxopentanoyl)-D-glutamate